ONO.NC1=NN=C(N1[N-][N+](=O)[O-])C1=NNN=C1[N+](=O)[O-] N-(3-amino-5-(5-nitro-2H-1,2,3-triazol-4-yl)-4H-1,2,4-triazol-4-yl)nitroamide dihydroxyamine salt